3-[N,N-bis(2-hydroxyethyl)-amino]-2-hydroxypropanesulfonic acid OCCN(CCO)CC(CS(=O)(=O)O)O